[Ca+2].COC1=C(NC2=CC=CC=C2C(=O)[O-])C=CC(=C1)N1CCN(CC1)C1CCN(CC1)C.COC1=C(NC2=CC=CC=C2C(=O)[O-])C=CC(=C1)N1CCN(CC1)C1CCN(CC1)C 2-methoxy-4-(4-(1-methylpiperidin-4-yl)piperazin-1-yl)anilineBenzoic acid calcium salt